Norbornen C12C=CC(CC1)C2